(2,3-Dihydroxypropyl)TRIMETHYL-AMMONIUM CHLORID [Cl-].OC(C[N+](C)(C)C)CO